N1C=CC2=CC(=CC=C12)C1=C(C=C(C=C1)C1=NNC(O[C@H]1C)=O)C(F)(F)F (6S)-5-[4-(1H-indol-5-yl)-3-(trifluoromethyl)phenyl]-6-methyl-3,6-dihydro-2H-1,3,4-oxadiazin-2-one